OC(C(=O)[O-])CCSC 2-hydroxy-4-(methylthio)butanoate